C(C)OC=1C=C(C=2N(C1)N=C1C2C=NN1)C=1N=CC(=NC1)N1C[C@H]([C@@H](CC1)C=1C(=NC=CC1)C(=O)N)O (3S,4S)-(1-(5-(6-ethoxy-1H-pyrazolo[3',4':3,4]pyrazolo[1,5-a]pyridin-4-yl)pyrazin-2-yl)-3-hydroxypiperidin-4-yl)-2-picolinamide